N1C=CC2=CC=CC(=C12)B1OC(C)(C)C(C)(C)O1 1H-Indole-7-boronic acid pinacol ester